BrC1=CN=C(C2=C1N=CN(C2=O)CC)Cl 8-bromo-5-chloro-3-ethylpyrido[4,3-d]pyrimidin-4(3H)-one